C1(CC1)C1CC(CN(C1)C1=C2C=CC=NC2=C(C=C1)C=C)NC([O-])=O N-[5-cyclopropyl-1-(8-vinylquinolin-5-yl) piperidin-3-yl]Carbamate